ClC=1C=C(C=C(C1OC1=NNC(C(=C1)C(C)(C)F)=O)Cl)NC(C)=O N-(3,5-Dichloro-4-((5-(2-fluoropropan-2-yl)-6-oxo-1,6-dihydropyridazin-3-yl)oxy)phenyl)acetamide